Ethyl (NZ)-N-[[(8-bromo-7-methyl-isochroman-6-yl)amino]-ethylsulfanyl-methylene]carbamate BrC=1C(=C(C=C2CCOCC12)N/C(=N/C(OCC)=O)/SCC)C